flavanon O1C(CC(=O)C2=CC=CC=C12)C1=CC=CC=C1